C[Si](CCCNCCNCCN)(OC)OC N-(3-methyldimethoxysilylpropyl)diethylenetriamine